CC(C)(C#CC(C)(OOC(C)(C)CC)C)OOC(C)(C)CC 2,5-dimethyl-2,5-di(t-pentylperoxy)-3-hexyne